Cl.FC1=CC(=CC2=CN(N=C12)C1CCNCC1)C=1C=C(C=2N(N1)C=C(N2)C)C 6-(7-fluoro-2-(piperidin-4-yl)-2H-indazol-5-yl)-2,8-dimethylimidazo[1,2-b]pyridazine hydrochloride salt